[2-fluoro-4-(2-trimethylsilylethynyl)phenyl]methyl 4-methylbenzenesulfonate CC1=CC=C(C=C1)S(=O)(=O)OCC1=C(C=C(C=C1)C#C[Si](C)(C)C)F